FC(C(=O)O)(F)F.CN1N=C(C2=CC=C(C=C12)C1CCNCC1)N1C(NC(CC1)=O)=O 1-(1-methyl-6-(piperidin-4-yl)-1H-indazol-3-yl)dihydropyrimidine-2,4(1H,3H)-dione 2,2,2-trifluoroacetate